C12CN(CC(CC1)N2)C2=CC(=C(C=C2F)[C@@H](CNC(=O)C2=CC1=C(N=N2)N(C=C1)CC)C)F N-((2S)-2-(4-(3,8-diazabicyclo[3.2.1]octan-3-yl)-2,5-difluorophenyl)propyl)-7-ethyl-7H-pyrrolo[2,3-c]pyridazine-3-carboxamide